C(C)(C)(C)C1=NC(=NC(=N1)Cl)CCC 2-(tert-butyl)-4-chloro-6-propyl-1,3,5-triazine